ClC1=C2CCN=C(C2=CC=C1)C1=C(SC=C1)C 5-chloro-1-(2-methylthiophene-3-yl)-3,4-dihydroisoquinoline